3-{4-[(2-cyclopropylethyl)[(1r,4r)-4-(morpholin-4-yl)cyclohexyl]amino]-1-oxo-3H-isoindol-2-yl}piperidine-2,6-dione C1(CC1)CCN(C1=C2CN(C(C2=CC=C1)=O)C1C(NC(CC1)=O)=O)C1CCC(CC1)N1CCOCC1